2-propylheptyl methacrylate C(C(=C)C)(=O)OCC(CCCCC)CCC